BrC1=CC=CC(=N1)C=1N2C(=NN1)CCC2COC 3-(6-Bromopyridin-2-yl)-5-(methoxymethyl)-6,7-dihydro-5H-pyrrolo[2,1-c][1,2,4]triazole